CC1([C@@H]2CC=C(C1C2)C(=O)OCC=C)C allyl (7S,5R)-6,6-dimethylbicyclo[3.1.1]hept-2-ene-2-carboxylate